N-methyl-acryloyl-(L)-glutamic acid CN([C@@H](CCC(=O)O)C(=O)O)C(C=C)=O